N2-Phosphinylformamidin [PH2](=O)N=CN